tert-Butyl (2S,4R)-2-(cuban-1-ylmethyl)-4-fluoropyrrolidine-1-carboxylate C12(C3C4C5C3C1C5C24)C[C@@H]2N(C[C@@H](C2)F)C(=O)OC(C)(C)C